5-(tert-butyldimethylsilyloxy)-3,4-dihydronaphthalene-1(2H)-one [Si](C)(C)(C(C)(C)C)OC1=C2CCCC(C2=CC=C1)=O